C12(CC3CC(CC(C1)C3)C2)P(C2=C(C=CC=C2)N2CCOCC2)C23CC1CC(CC(C2)C1)C3 4-{2-[di(adamantan-1-yl)phosphanyl]phenyl}morpholine